C(C)(CC)N1C[C@@H](CCC1)N1C(NC2=C1C=C(C(=C2)C=2C=C(C=1N(C2)N=CN1)OC)CC)=O 1-((3R)-1-(sec-butyl)piperidin-3-yl)-6-ethyl-5-(8-methoxy-[1,2,4]triazolo[1,5-a]pyridin-6-yl)-1,3-dihydro-2H-benzo[d]imidazol-2-one